Bromoglutaric Acid BrC(C(=O)O)CCC(=O)O